C(OC1=CC=C(C=C1)[N+](=O)[O-])(O[C@H]1C(NCC1)=O)=O (4-nitrophenyl) [(3R)-2-oxopyrrolidin-3-yl] carbonate